6-(1,2-Dimethyl-1H-benzo[d]imidazol-5-yl)-5-(2-(3-fluoro-3-methylbutyl)oxazol-5-yl)picolinonitril CN1C(=NC2=C1C=CC(=C2)C2=C(C=CC(=N2)C#N)C2=CN=C(O2)CCC(C)(C)F)C